2,4-diphenyl-6-[4-(4,4,5,5-tetramethyl-1,3,2-dioxaborolan-2-yl)phenyl]s-triazine C1(=CC=CC=C1)C1=NC(=NC(=N1)C1=CC=CC=C1)C1=CC=C(C=C1)B1OC(C(O1)(C)C)(C)C